C(C)C=1C(=NC=C(C1)C=1C=CC=C2C(=CC=NC12)C)N ethyl-5-(4-methylquinolin-8-yl)pyridin-2-amine